FC1(CN(CC1)C=1C=C(C=NC1)[C@@](O)(C1=CC=C(C=C1)C(C)C)C1(CN(C1)C)C)F (R)-[5-(3,3-difluoro-pyrrolidin-1-yl)-pyridin-3-yl]-(1,3-dimethyl-azetidin-3-yl)-(4-isopropyl-phenyl)-methanol